(6-{7-[2-((3S,4R)-3,4-difluoro-pyrrolidin-1-yl)-ethoxy]-imidazo[1,2-a]pyridin-3-yl}-pyrimidin-4-yl)-[4-(1-methyl-1H-pyrazol-4-yl)-benzyl]-amine F[C@H]1CN(C[C@H]1F)CCOC1=CC=2N(C=C1)C(=CN2)C2=CC(=NC=N2)NCC2=CC=C(C=C2)C=2C=NN(C2)C